NC(C(=O)O)CCCCCC 2-aminooctanoic acid